ClCCCCCCOCCOCCOCCCCCC(=O)NC1=CC(=CC=C1)C1C(NC(CC1)=O)=O 6-(2-(2-((6-chlorohexyl)oxy)ethoxy)ethoxy)-N-(3-(2,6-dioxopiperidin-3-yl)phenyl)hexanamide